CC1=C(C(=O)NC2(CC2)C2=C3CCCN(C3=CC(=C2)C=C)C)C=C(C=C1)OC[C@H]1N(CC1)C (S)-2-Methyl-N-(1-(1-methyl-7-vinyl-1,2,3,4-tetrahydroquinolin-5-yl)cyclopropyl)-5-((1-methylazetidin-2-yl)methoxy)benzamide